methyl 4-[2-[2-[(3-bromo-2-methyl-phenyl)carbamoyl]-1-methyl-6,7-dihydro-4H-imidazo[4,5-c]pyridin-5-yl]ethyl]norbornane-1-carboxylate BrC=1C(=C(C=CC1)NC(=O)C=1N(C2=C(CN(CC2)CCC23CCC(CC2)(C3)C(=O)OC)N1)C)C